C(#CCCCCCC)C(=O)O octynecarboxylic acid